5-chloro-2,3-dihydrobenzofuran-7-amine ClC=1C=C(C2=C(CCO2)C1)N